2-((4-(4-ethylphenoxy)-6-(trifluoromethyl)pyrimidin-2-yl)thio)-N-((4-ethylphenyl)carbamoyl)acetamide ethyl-2-(trifluoromethyl)-5,6,7,8-tetrahydroimidazo[1,2-a]pyridine-7-carboxylate C(C)OC(=O)C1CC=2N(CC1)C=C(N2)C(F)(F)F.C(C)C2=CC=C(OC1=NC(=NC(=C1)C(F)(F)F)SCC(=O)NC(NC1=CC=C(C=C1)CC)=O)C=C2